BrC1=CC=C(C=C1)C=1C2=CC=C(N2)C(=C2C=CC(C(=C3C=CC(=C(C=4C=CC1N4)C4=CC=C(C=C4)Br)N3)C3=CC=C(C=C3)Br)=N2)C2=CC=C(C=C2)Br 5,10,15,20-tetra(4-bromophenyl)porphyrin